COC1=C(C=CC=C1)N(C(C)=O)C(C(=O)O)C 2-[N-(2-methoxyphenyl)acetamido]propanoic Acid